N-((6-(4-fluorophenyl)-2-(pyrrolidin-1-yl)pyridin-3-yl)methyl)acrylamide FC1=CC=C(C=C1)C1=CC=C(C(=N1)N1CCCC1)CNC(C=C)=O